C(#N)[C@H]1N(CSC1)C(CNC(=O)C1=CC=NC2=CC=C(C=C12)N1CC(OCC1)(C)C)=O (R)-N-(2-(4-Cyanothiazolidin-3-yl)-2-oxoethyl)-6-(2,2-dimethyl-morpholino)quinoline-4-carboxamide